CC1(OB(OC1(C)C)C1=NN(N=C1)COCC[Si](C)(C)C)C 4-(4,4,5,5-tetramethyl-1,3,2-dioxaborolan-2-yl)-2-((2-(trimethylsilyl)ethoxy)methyl)-2H-1,2,3-triazole